NC1CCC(CC1)NC=1N=CC2=CC(=CC=C2C1)C1=CC(=C(C=C1)NS(=O)(=O)C1=C(C=CC=C1)Cl)F N-(4-(3-(((1r,4r)-4-aminocyclohexyl)amino)-isoquinolin-7-yl)-2-fluorophenyl)-2-chlorobenzene-sulfonamide